C1(=CC=CC=C1)C1=CC=CC=2C3=C(SC21)C(=CC=C3)C3=CC=C(C=C3)C3=NC(=NC(=N3)C3=CC=CC=C3)C3=CC=CC=C3 2-{4-(6-phenyldibenzothiophene-4-yl)-phenyl}-4,6-diphenyl-1,3,5-triazine